C1(=CC=CC2=CC=CC=C12)S(=O)(=O)O α-naphthalenesulfonic acid